2-aminocyclohexanecarboxylic acid NC1C(CCCC1)C(=O)O